COC(C=C)=O.OCCOC1=CC=C(C(=O)C2=CC=CC=C2)C=C1 4-hydroxyethyloxybenzophenone methyl-acrylate